OCCCOC1CN(C1)C1=CC(=C2C(C(=CN(C2=N1)C=1SC=CN1)C(=O)O)=O)C 7-[3-(3-hydroxypropoxy)azetidin-1-yl]-5-methyl-4-oxo-1-(1,3-thiazol-2-yl)-1,4-dihydro-1,8-naphthyridine-3-carboxylic acid